(S)-2-(1-acryloyl-4-(7-(5-chloroisoquinolin-4-yl)-2-((tetrahydro-1H-pyrrolizin-7a(5H)-yl)methoxy)pyridino[2,3-d]pyrimidin-4-yl)piperazin-2-yl)acetonitrile C(C=C)(=O)N1[C@H](CN(CC1)C=1C2=C(N=C(N1)OCC13CCCN3CCC1)N=C(C=C2)C2=CN=CC1=CC=CC(=C21)Cl)CC#N